(1R,3S)-3-[5-({[4-(meth-oxymethyl)-2-(methyl-sulfonyl)phenyl]acetyl}-amino)-1H-pyrazol-3-yl]-cyclopentyl propyl-carbamate C(CC)NC(O[C@H]1C[C@H](CC1)C1=NNC(=C1)NC(CC1=C(C=C(C=C1)COC)S(=O)(=O)C)=O)=O